(R)-6-(3-methylmorpholino)-2-(1H-pyrrolo[2,3-b]pyridin-4-yl)pyrimidine-4-carbonitrile C[C@@H]1COCCN1C1=CC(=NC(=N1)C1=C2C(=NC=C1)NC=C2)C#N